1-[3-cyclopropyl-5-(2-methylpropylsulfamoyl)-8,9-dihydro-7H-cyclopenta[H]isoquinolin-7-yl]-3-ethylthiourea C1(CC1)C=1N=CC2=C3C(=CC(=C2C1)S(NCC(C)C)(=O)=O)C(CC3)NC(=S)NCC